5-Chloro-2-fluorophenyl 3-deoxy-2-O-methyl-3-[4-(2-thiazolyl)-1H-1,2,3-triazol-1-yl]-1-thio-α-D-galactopyranoside CO[C@H]1[C@@H](SC2=C(C=CC(=C2)Cl)F)O[C@@H]([C@@H]([C@@H]1N1N=NC(=C1)C=1SC=CN1)O)CO